2-[5-[(3S)-3-amino-5,5,7-trifluoro-2-oxo-1-[[4-[4-(trifluoromethyl)pyrazol-1-yl]phenyl]methyl]-3,4-dihydro-1-benzazepin-8-yl]-1,3,4-oxadiazol-2-yl]-2-methyl-propanenitrile N[C@@H]1C(N(C2=C(C(C1)(F)F)C=C(C(=C2)C2=NN=C(O2)C(C#N)(C)C)F)CC2=CC=C(C=C2)N2N=CC(=C2)C(F)(F)F)=O